CCCCC/C=C\C/C=C\CCCCCCCCCC(=O)OC[C@H](COP(=O)(O)OC[C@@H](C(=O)O)N)OC(=O)CCCC/C=C\C/C=C\C/C=C\C/C=C\CC 1-(11Z,14Z-eicosadienoyl)-2-(6Z,9Z,12Z,15Z-octadecatetraenoyl)-glycero-3-phosphoserine